2,2-dimethyl-1-(3-(4-(2-(trifluoromethyl)phenyl)piperidine-1-carbonyl)-1,4,6,7-tetrahydro-5H-pyrazolo[4,3-c]pyridin-5-yl)propan-1-one CC(C(=O)N1CC2=C(CC1)NN=C2C(=O)N2CCC(CC2)C2=C(C=CC=C2)C(F)(F)F)(C)C